C(C)(C)(C)NC(C(C1=CC=C(C=C1)C)N(C(CNC(OC(C)(C)C)=O)=O)C)=O tert-butyl (2-((2-(tert-butylamino)-2-oxo-1-(p-tolyl)ethyl)(methyl)amino)-2-oxoethyl)carbamate